3-bromo-4'-(dodecyloxy)-3'-fluoro-(1,1'-biphenyl)-4-ol BrC=1C=C(C=CC1O)C1=CC(=C(C=C1)OCCCCCCCCCCCC)F